5-bromoterephthalic acid BrC=1C(=CC=C(C(=O)O)C1)C(=O)O